C(C1=CC=CC=C1)NC1=C2N=CN(C2=NC(=N1)C1=C(C=CC=C1)F)[C@H]1[C@@H]([C@@H]([C@H](O1)C(=O)NC)O)O (2s,3s,4r,5r)-5-(6-(benzylamino)-2-(2-fluorophenyl)-9H-purin-9-yl)-3,4-dihydroxy-N-methyltetrahydrofuran-2-carboxamide